C(C1=CC=CC=C1)OC=1C(=C(NC2=CC=C(C=C2)F)C=CC1)C#CC(CCO[Si](C)(C)C(C)(C)C)(C)C 3-benzyloxy-2-[5-[tert-butyl(dimethyl)silyl]oxy-3,3-dimethyl-pent-1-ynyl]-N-(4-fluorophenyl)aniline